(oxetan-3-yl)-1H-pyrazol O1CC(C1)N1N=CC=C1